(R)-3-methyl-N-phenylpentanamide C[C@@H](CC(=O)NC1=CC=CC=C1)CC